5-fluoro-N-(hept-4-yl)-4-[4-methyl-5-oxo-3-(propan-2-yl)-4,5-dihydro-1H-1,2,4-triazol-1-yl]-2-[(2S)-pentan-2-yloxy]benzamide FC=1C(=CC(=C(C(=O)NC(CCC)CCC)C1)O[C@@H](C)CCC)N1N=C(N(C1=O)C)C(C)C